3-(4-nitrophenoxy)cyclobutanol [N+](=O)([O-])C1=CC=C(OC2CC(C2)O)C=C1